BrC=1C=C2C(=CC1C(=O)OCC)NC(C21CCOCC1)=O ethyl 5-bromo-2-oxo-spiro[indoline-3,4'-tetrahydropyran]-6-carboxylate